ClC1=CC=C(C=C1)C1CCCC(C1)(C)C 2-(4-chlorophenyl)-4,4-dimethylcyclohexane